tert-Butyl 6-(3-cyclopropyl-1,2,4-triazol-1-yl)-2-azaspiro[3.3]heptane-2-carboxylate C1(CC1)C1=NN(C=N1)C1CC2(CN(C2)C(=O)OC(C)(C)C)C1